C1=C(CCC2=CC=CC=C12)C1=CC(=C(C=2N1N=CN2)C(=O)O)OCC2=CC=CC=C2 5-(3,4-dihydronaphthalen-2-yl)-7-(benzyloxy)-[1,2,4]triazolo[1,5-a]pyridine-8-carboxylic acid